4-bromo-5-(2-bromophenyl)-1-phenyl-1H-pyrazole BrC=1C=NN(C1C1=C(C=CC=C1)Br)C1=CC=CC=C1